Cl.N[C@@H]1[C@H](CCCC1)OC=1C=C2CN(C(C2=CC1)=O)N1C(CCCC1=O)=O (5-(((1S,2S)-2-aminocyclohexyl)oxy)-1-oxoisoindolin-2-yl)piperidine-2,6-dione hydrochloride